1,2-bis[4-(azidomethyl)phenyl]-1,2-diphenylethylene N(=[N+]=[N-])CC1=CC=C(C=C1)C(=C(C1=CC=CC=C1)C1=CC=C(C=C1)CN=[N+]=[N-])C1=CC=CC=C1